BrC=1C=CC(=C(C1)CC=1SC(=CC1)C1=CC=C(C=C1)F)C 2-[(5-bromo-2-methylphenyl)methyl]-5-(4-fluorophenyl)thiophene